ClC1=C(C(=CC=C1C1C(NC(CC1)=O)=O)C#C)C1=CC=C(C=C1)OCC1=NN(C=C1)C 3-(2-chloro-6-ethynyl-4'-((1-methyl-1H-pyrazol-3-yl)methoxy)-[1,1'-biphenyl]-3-yl)piperidine-2,6-dione